Trimethyl-(phenoxy)silane C[Si](OC1=CC=CC=C1)(C)C